CN(CCNC(OC(CC\C=C/CCCCC)C(CCC\C=C/CCCCCC)CCC\C=C/CCCCC)=O)C (6Z,15Z)-11-((Z)-dec-4-en-1-yl)docosa-6,15-dien-10-yl (2-(dimethylamino)ethyl)carbamate